(2-((5-bromo-2-((1-methyl-1H-indazol-6-yl)amino)pyrimidine-4-yl)amino)phenyl)-N-cyclopropyl-methyl-sulfonamide BrC=1C(=NC(=NC1)NC1=CC=C2C=NN(C2=C1)C)NC1=C(C=CC=C1)N(S(=O)(=O)C)C1CC1